di-methoxybenzene COC1=C(C=CC=C1)OC